tert-Butyl (2-(((2-(2,6-dioxopiperidin-3-yl)-1,3-dioxoisoindolin-4-yl)amino)methyl)cyclopentyl)carbamate O=C1NC(CCC1N1C(C2=CC=CC(=C2C1=O)NCC1C(CCC1)NC(OC(C)(C)C)=O)=O)=O